C(C)(C)N1CC(CCC1)CC(=O)NC=1C=C(C(=NC1)C)NC(=O)C1=NN=C2N1C=CC(=C2)C=2C=NN(C2)C N-(5-(2-(1-isopropylpiperidin-3-yl)acetamido)-2-methylpyridin-3-yl)-7-(1-methyl-1H-pyrazol-4-yl)-[1,2,4]triazolo[4,3-a]pyridine-3-carboxamide